NC1=C(SC2=NC(=CN=C21)C)C(=O)NC2CC=1C=CC(=NC1CC2)N2CC1COC(C2)C1N 7-amino-N-(2-{8-amino-6-oxa-3-azabicyclo[3.2.1]octan-3-yl}-5,6,7,8-tetrahydroquinolin-6-yl)-3-methylthieno[2,3-b]pyrazine-6-carboxamide